FC=1C=CC=C2C=CC(C12)(C(=O)O)CO 7-fluoro-1-(hydroxymethyl)indene-1-carboxylic acid